[5-(5-chloro-4-{[(2,4-dimethoxyphenyl)methyl]amino}-7H-pyrrolo[2,3-d]pyrimidin-7-yl)pyridin-3-yl]methanol ClC1=CN(C=2N=CN=C(C21)NCC2=C(C=C(C=C2)OC)OC)C=2C=C(C=NC2)CO